N1C=NCC2=C1C=CN2 1H,4H,5H-pyrrolo[3,2-d]pyrimidin